hexaphenylcyclotrisilazan C1(=CC=CC=C1)[Si]1(N[Si](N[Si](N1)(C1=CC=CC=C1)C1=CC=CC=C1)(C1=CC=CC=C1)C1=CC=CC=C1)C1=CC=CC=C1